[Br-].[Br-].C(C1=CC=CC=C1)N1C=CC(C=C1)=C1C=CN(C=C1)C1=CC=C(C=C1)C#N 1-benzyl-1'-(p-cyanophenyl)-4,4'-bipyridine dibromide